C1(CCCCC1)CN1N=C(C(=C1)C=1C(=C(C(=CC1)O)N1CC(NS1(=O)=O)=O)F)F 5-(3-(1-(cyclohexylmethyl)-3-fluoro-1H-pyrazol-4-yl)-2-fluoro-6-hydroxyphenyl)-1,2,5-thiadiazolidin-3-one 1,1-dioxide